4-(3-((5-chloro-2-((3-methyl-1-(8-methyl-8-azabicyclo[3.2.1]octan-3-yl)-1H-pyrazol-4-yl)amino)pyrimidin-4-yl)amino)propyl)-1,4-oxazepan-3-one ClC=1C(=NC(=NC1)NC=1C(=NN(C1)C1CC2CCC(C1)N2C)C)NCCCN2C(COCCC2)=O